FC1=CC=C(C=C1)N(C(=O)C=1C=CC=2N(C1)C(=CN2)C=2C=CC(=NC2)NC(OC)=O)C methyl N-[5-[6-[(4-fluorophenyl)-methyl-carbamoyl]imidazo[1,2-a]pyridin-3-yl]-2-pyridyl]carbamate